3-fluoro-4-(4-fluorophenyl)-1H-pyrazol FC1=NNC=C1C1=CC=C(C=C1)F